ClC1=CC(=C(C=N1)C1=NC=C(C=C1)F)NC1=NC(=NC(=C1)C)C(C)(F)F 6'-Chloro-N-(2-(1,1-difluoroethyl)-6-methylpyrimidin-4-yl)-5-fluoro-[2,3'-bipyridin]-4'-amine